α,γ-dihydroxy-β,β-dimethyl-butyronitrile OC(C#N)C(CO)(C)C